acrylamido phosphonate P(ONC(C=C)=O)([O-])=O